O=C1NC[C@](OC2=C1C=CC=C2)(C(=O)OC)CCC2=CC=CC=C2 methyl (S)-5-oxo-2-phenethyl-2,3,4,5-tetrahydrobenzo[f][1,4]oxazepine-2-carboxylate